P(=O)(OCCl)(OCC[Si](C)(C)C)OCC[Si](C)(C)C chloromethyl bis(2-(trimethylsilyl) ethyl) phosphate